(R)-2-(6-((1-methylpiperidin-3-yl)amino)pyridazin-3-yl)-3,5-bis(trifluoromethyl)phenol CN1C[C@@H](CCC1)NC1=CC=C(N=N1)C1=C(C=C(C=C1C(F)(F)F)C(F)(F)F)O